tert-butyl (5-(2-(1-(2-methoxyethyl)-3,5-dimethyl-1H-pyrazol-4-yl)pyrazolo[5,1-b]thiazole-7-carboxamido)-6-methylpyridin-3-yl)carbamate COCCN1N=C(C(=C1C)C1=CN2C(S1)=C(C=N2)C(=O)NC=2C=C(C=NC2C)NC(OC(C)(C)C)=O)C